3-(benzothien-7-yl)pyridine-2,6-diamine S1C=CC2=C1C(=CC=C2)C=2C(=NC(=CC2)N)N